C(CC1=CC=CC=C1)NC=1C=2N(N=C(C1)C=1C(NC(NC1)=O)=O)C=CN2 5-(8-(phenethylamino)imidazo[1,2-b]pyridazin-6-yl)pyrimidine-2,4(1H,3H)-dione